butyl ((6-(4-chloro-1H-pyrazol-1-yl)pyridin-3-yl)methyl)carbamate ClC=1C=NN(C1)C1=CC=C(C=N1)CNC(OCCCC)=O